ClC=1C=C2C(=NC(=NC2=C(C1C1=CC(=CC2=CC=CC=C12)O)F)OC[C@H]1NC(CC1)=O)N1CC2CCC(C1)N2C(=O)OC(C)(C)C tert-butyl 3-(6-chloro-8-fluoro-7-(3-hydroxynaphthalen-1-yl)-2-(((S)-5-oxopyrrolidin-2-yl)methoxy)quinazolin-4-yl)-3,8-diazabicyclo[3.2.1]octane-8-carboxylate